C(OCCCCCOP(=O)(OCC1=CC=CC=C1)OCC1=CC=CC=C1)(OCCl)=O 5-((bis(Benzyloxy)phosphoryl)oxy)pentyl (chloromethyl) Carbonate